2,3-dihydro-1,2,4-oxadiazole O1NCN=C1